1-(3-aminopropyl)-3-methylimidazole bromide [Br-].NCCCN1CN(C=C1)C